ClC1=NC=C(C(=C1)N1C(C=C(C=C1C)O)=O)CF 2'-chloro-5'-(fluoromethyl)-4-hydroxyl-6-Methyl-2H-[1,4'-bipyridyl]-2-one